C(C1=CC=CC=C1)=NNC(C1=CC=C(C=C1)C)=O N'-benzylidene-4-methylbenzhydrazide